C(C)OC(CNC1=CC(=CC=C1)OC)=O N-(3-methoxyphenyl)glycine ethyl ester